C(O)(O)=O.C(C1=CC=CC=C1)N(C(=O)C=1C(=NC(=NC1)N1CCOCC1)NC1=CC=C(C=C1)C(F)(F)F)C/C=C/C (E)-4-(N-benzyl-2-morpholinyl-4-(4-trifluoromethylanilino)pyrimidine-5-carboxamido)-2-butene carbonate